3-chloro-2-[(12aR)-8,10-difluoro-1,2,3,4,12,12a-hexahydro-6H-pyrazino[2,1-c][1,4]benzooxazepin-9-yl]phenol ClC=1C(=C(C=CC1)O)C1=C(C2=C(CN3[C@@H](CO2)CNCC3)C=C1F)F